5,6,7,8-tetrahydro-4H-pyrazolo[1,5-a][1,4]diazepine-2-amine N1=C(C=C2N1CCCNC2)N